5-nitro-2-[3-(trifluoromethoxy)phenoxy]pyrimidine [N+](=O)([O-])C=1C=NC(=NC1)OC1=CC(=CC=C1)OC(F)(F)F